C(C)N(C(=O)OC=1C(=CC(=C(C1)SSSSSSC1=C(C=C(C(=C1)OC(N(CC)CC)=O)F)Cl)Cl)F)CC bis(5-diethylcarbamoyloxy-2-chloro-4-fluorophenyl) hexasulfide